1-[3-[[[(2S,3S,4R)-2,3,4,5-tetrahydroxypentyl]amino]methyl]azetidin-1-yl]ethanone O[C@@H](CNCC1CN(C1)C(C)=O)[C@@H]([C@@H](CO)O)O